F[Si](F)(F)C1=CC=CC2=C1N=C(S2)N (trifluorosilyl)benzo[d]thiazol-2-amine